1,3-bis(4-amino-α,α-di-trifluoromethylbenzyl)benzene NC1=CC=C(C(C(F)(F)F)(C(F)(F)F)C2=CC(=CC=C2)C(C2=CC=C(C=C2)N)(C(F)(F)F)C(F)(F)F)C=C1